FC(COC=1C(=NC(=NC1OC)N(CC1=CC=C(C=C1)OC)CC1=CC=C(C=C1)OC)F)F 5-(2,2-difluoroethoxy)-4-fluoro-6-methoxy-N,N-bis[(4-methoxyphenyl)methyl]pyrimidin-2-amine